ClCCCON1CCN(CC1)C 1-(3-chloropropoxy)-4-methylpiperazine